N-(1-(2-chlorophenyl)-3-methyl-1H-pyrazol-5-yl)pyrazolo[1,5-a]pyrimidine-3-carboxamide ClC1=C(C=CC=C1)N1N=C(C=C1NC(=O)C=1C=NN2C1N=CC=C2)C